N1=CC=CC2=CC(=C3C=C4C(=NC3=C12)C=CC=C4)B(O)O benzo[1,10]phenanthroline-6-boronic acid